((2-(6-methoxy-2-naphthyl)hydrazino)methyl)-N-isopropylbenzamide COC=1C=C2C=CC(=CC2=CC1)NNCC1=C(C(=O)NC(C)C)C=CC=C1